BrC(C(=O)NC=1C=C2C(=NC=NC2=CC1OC)C=1C(=NN(C1)C)C1=CC=CC=C1)=C 2-bromo-N-(7-methoxy-4-(1-methyl-3-phenyl-1H-pyrazol-4-yl)quinazolin-6-yl)propenamide